NC=1C(=C2CCCC(C2=CC1)=O)Cl 6-amino-5-chloro-1,2,3,4-tetrahydronaphthalen-1-one